(S)-N-(5-chloro-6-(3-methyl-1H-1,2,4-triazol-1-yl)pyridin-3-yl)-N'-(8-(1-methoxyethyl)-2-methylimidazo[1,2-b]pyridazin-7-yl)urea ClC=1C=C(C=NC1N1N=C(N=C1)C)NC(=O)NC1=C(C=2N(N=C1)C=C(N2)C)[C@H](C)OC